1-[4-[[2-(4-cyclopropyl-6-methoxy-pyrimidin-5-yl)-5H-pyrrolo[3,2-d]pyrimidin-7-yl]methyl]phenyl]-5-methyl-pyrazole-3-carbonitrile C1(CC1)C1=NC=NC(=C1C=1N=CC2=C(N1)C(=CN2)CC2=CC=C(C=C2)N2N=C(C=C2C)C#N)OC